C1(=CC=CC=C1)C1C2C=CC(C1)C2 5-phenylnorbornene